1-cyclopentyl-7-[4-(4-methylpiperazin-1-yl)anilino]-3-(1-prop-2-enoyl-3,4-dihydro-2H-quinolin-4-yl)-4H-pyrimido[4,5-d]pyrimidin-2-one C1(CCCC1)N1C(N(CC=2C1=NC(=NC2)NC2=CC=C(C=C2)N2CCN(CC2)C)C2CCN(C1=CC=CC=C21)C(C=C)=O)=O